ClC[C@]([C@@H](C)NC(OC(C)(C)C)=O)(C)O tert-Butyl ((2R,3R)-4-chloro-3-hydroxy-3-methylbutan-2-yl)carbamate